ClC=1C2=C(N(CN1)C=1C(=NC=CC1OC)C(C)C)N=C(C(=C2)F)Cl 4,7-dichloro-6-fluoro-1-(2-isopropyl-4-methoxypyridin-3-yl)pyrido[2,3-d]Pyrimidine